tert-butyl 4-(((2S,4S)-4-(2-acetamidoethoxy)-2-(4-(methoxycarbonyl) phenyl)piperidin-1-yl)methyl)-5-methoxy-7-methyl-1H-indole-1-carboxylate C(C)(=O)NCCO[C@@H]1C[C@H](N(CC1)CC1=C2C=CN(C2=C(C=C1OC)C)C(=O)OC(C)(C)C)C1=CC=C(C=C1)C(=O)OC